N-(3,4-dihydroxybenzyl)-2-((6-fluoro-1H-benzo[d]imidazol-2-yl)thio)acetamide OC=1C=C(CNC(CSC2=NC3=C(N2)C=C(C=C3)F)=O)C=CC1O